(2S,3R)-3-fluoro-2-methyl-azetidine F[C@H]1[C@@H](NC1)C